1-methyl-3-(2-methylpropyl)-N-[(1r,3s)-3-{[2-(trifluoromethyl)quinolin-4-yl]amino}cyclohexyl]-1H-pyrazole-5-carboxamide CN1N=C(C=C1C(=O)N[C@H]1C[C@H](CCC1)NC1=CC(=NC2=CC=CC=C12)C(F)(F)F)CC(C)C